BrC=1C=C(C=CC1)C(C1=NN=CN1C)C1CCCC1 3-((3-bromophenyl)(cyclopentyl)methyl)-4-methyl-4H-1,2,4-triazole